O1-tert-butyl O2-methyl (2S)-4-[3-(p-tolylsulfonyloxy)propoxy]pyrrolidine-1,2-dicarboxylate C1(=CC=C(C=C1)S(=O)(=O)OCCCOC1C[C@H](N(C1)C(=O)OC(C)(C)C)C(=O)OC)C